1-[[6-(difluoromethyl)-2-(methoxymethyl)imidazo[2,1-b][1,3,4]thiadiazol-5-yl]methyl]-3-(2,2,2-trifluoroethyl)-2H-pyrrol-5-one FC(C=1N=C2SC(=NN2C1CN1CC(=CC1=O)CC(F)(F)F)COC)F